Octyldodecyl Neopentanoate CCCCCCCCCCC(CCCCCCCC)COC(=O)C(C)(C)C